4-amino-3-methoxypiperidine-1-carboxylic acid tert-butyl ester C(C)(C)(C)OC(=O)N1CC(C(CC1)N)OC